C(C)OC(=O)C=1C=NC2=C(C=NC=C2C1N1CCOCC1)Br 8-bromo-4-morpholino-1,6-naphthyridine-3-carboxylic acid ethyl ester